β-D-ribofuranose Sodium ethoxide [O-]CC.[Na+].O[C@H]1[C@H](O)[C@H](O)[C@H](O1)CO